NC1C(=CC=CC1(C)N)C 2,3-diamino-meta-xylene